S1C=CC=2OCC(CC21)NC(OC(C)(C)C)=O tert-butyl N-(6,7-dihydro-5H-thieno[3,2-b]pyran-6-yl)carbamate